N[C@H]1CN(CC12CC2)C=2C1=CN(N=C1C=CC2NC(=O)C2=NN(C(C=C2)=O)C2=C(C=CC=C2F)F)C2CC2 (R)-N-(4-(7-amino-5-azaspiro[2.4]heptan-5-yl)-2-cyclopropyl-2H-indazol-5-yl)-1-(2,6-difluorophenyl)-6-oxo-1,6-dihydropyridazine-3-carboxamide